C1(CC1)C1=C(CNC2=NNC=C2C(C)=O)C=CC=C1 1-[3-(2-Cyclopropyl-benzylamino)-1H-pyrazol-4-yl]-ethanone